(S)-N-((R)-1-(3-chloro-2,4-difluorophenyl)-2-(4,4-difluorocyclohexyl)ethyl)-2-oxoimidazolidine-4-carboxamide ClC=1C(=C(C=CC1F)[C@@H](CC1CCC(CC1)(F)F)NC(=O)[C@H]1NC(NC1)=O)F